(E)-3-(3-bromo-4,5-dihydroxyphenyl)-1-(3,5-dihydroxyphenyl)-2-propen-1-one BrC=1C=C(C=C(C1O)O)/C=C/C(=O)C1=CC(=CC(=C1)O)O